lead-bismuth-tellurium-lithium-silicon oxide [Si]=O.[Li].[Te].[Bi].[Pb]